C(O)(O)=O.N(C(=S)N)SS[Na] thioureidodithiosodium carbonate